C1(=CC=C(C=C1)C1=NC(=NC(=N1)Cl)C1=CC2=CC=CC=C2C=C1)C1=CC=CC=C1 2-([1,1'-biphenyl]-4-yl)-4-chloro-6-(naphthalene-2-yl)-1,3,5-triazine